[Cl-].C(C=C)[N+](CCO)(CCO)CC=C diallylbis(beta-hydroxyethyl)ammonium chloride